3,3,8,8-tetraisopropyl-2,9-dimethyl-6-pentyl-4,7-dioxa-3,8-disiladecane C(C)(C)[Si](C(C)C)(OCC(O[Si](C(C)C)(C(C)C)C(C)C)CCCCC)C(C)C